thia[2,5,7]triazacyclohexadecine S1NC=CN=CN=CC=CC=CC=CC=C1